N-(2-(4-((1S,4S)-2-oxa-5-azabicyclo[2.2.1]heptane-5-yl)piperidine-1-yl)-5-((6-((R)-3-(3,5-difluorophenyl)-isoxazolidine-2-yl)pyrimidine-4-yl)amino)-4-methoxyphenyl)acrylamide [C@@H]12OC[C@@H](N(C1)C1CCN(CC1)C1=C(C=C(C(=C1)OC)NC1=NC=NC(=C1)N1OCC[C@@H]1C1=CC(=CC(=C1)F)F)NC(C=C)=O)C2